3,5-difluorophenylacetylene FC=1C=C(C=C(C1)F)C#C